4-[(1S,3S)-2,2-dimethyl-3-{5-[4-(trifluoromethyl)pyridin-3-yl]-1,2,4-oxadiazol-3-yl}cyclopropyl]benzenesulfonamide CC1([C@H]([C@@H]1C1=NOC(=N1)C=1C=NC=CC1C(F)(F)F)C1=CC=C(C=C1)S(=O)(=O)N)C